(3-(2-chloro-5-fluorophenyl)-3-hydroxy-2-(4-methoxybenzyl)-1-oxo-2,3,6,7,8,9-hexahydro-1H-benzo[e]isoindol-4-yl)-3-fluoro-5-(trifluoromethyl)benzamide ClC1=C(C=C(C=C1)F)C1(N(C(C=2C3=C(C=C(C12)C1=C(C(=O)N)C=C(C=C1F)C(F)(F)F)CCCC3)=O)CC3=CC=C(C=C3)OC)O